5-Bromobenzo[b]thiophen-4-ol BrC1=C(C2=C(SC=C2)C=C1)O